2-Methyl-N-[(1R)-1-(1-naphthyl)ethyl]-5-piperazin-1-yl-benzamide tert-Butyl-4-[4-methyl-3-[[(1R)-1-(1-naphthyl)ethyl]carbamoyl]phenyl]piperazine-1-carboxylate C(C)(C)(C)OC(=O)N1CCN(CC1)C1=CC(=C(C=C1)C)C(N[C@H](C)C1=CC=CC2=CC=CC=C12)=O.CC1=C(C(=O)N[C@H](C)C2=CC=CC3=CC=CC=C23)C=C(C=C1)N1CCNCC1